N-(4-((7-butyryl-7H-pyrrolo[2,3-D]pyrimidine-4-yl)oxy)phenyl)-2-(4-(trifluoromethyl)phenyl)acetamide C(CCC)(=O)N1C=CC2=C1N=CN=C2OC2=CC=C(C=C2)NC(CC2=CC=C(C=C2)C(F)(F)F)=O